[Br-].[Rb+] Rubidium bromid